The molecule is a benzoate ester that is methyl benzoate substituted by hydroxy groups at positions 3 and 4 and a prenyl group at position 5. Isolated from Piper glabratum and Piper acutifolium, it exhibits antileishmanial activity. It has a role as a metabolite and an antileishmanial agent. It is a benzoate ester, a member of catechols and a methyl ester. CC(=CCC1=C(C(=CC(=C1)C(=O)OC)O)O)C